C(C)(C)(C)OC([C@@H](NC(=O)OCC1=CC=CC=C1)CC(=O)O)=O N-benzyloxycarbonyl-L-aspartic acid-1-tert-butyl ester